NC(NCC[C@@H](C(N[C@H](C(C[C@@H](CCCNC(OC(C)(C)C)=O)C1=NC(=NO1)CC1=CC=CC=C1)=O)CC1=C(C=C(C=C1C)O)C)=O)NC(OC(C)(C)C)=O)=N |&1:5| tert-butyl ((SR,8S,11R)-1-amino-11-(3-benzyl-1,2,4-oxadiazol-5-yl)-8-(4-hydroxy-2,6-dimethylbenzyl)-1-imino-18,18-dimethyl-6,9,16-trioxo-17-oxa-2,7,15-triazanonadecan-5-yl)carbamate